[N-]=C=O.OC1=CC(=C(C=C1CCN)O)O 6-hydroxydopamine isocyanate